(1r,4r)-N',N'-diethylcyclohexane-1,4-diamine C(C)N(C1CCC(CC1)N)CC